C(C)(C)(C)OC(=O)N1CC2(CN(C2)C=2C=C3C(=NC=NC3=CC2OC)NC2=C(C=CC(=C2)Br)OC)CCC1 2-(4-((5-bromo-2-methoxyphenyl)amino)-7-methoxyquinazolin-6-yl)-2,6-Diazaspiro[3.5]Nonane-6-carboxylic acid tert-butyl ester